(3R)-1-methylpyrrolidin-3-amine CN1C[C@@H](CC1)N